2-(2-(5-Cyclopropyl-3-(2,6-dichlorophenyl)isoxazol-4-yl)-7-azaspiro[3.5]non-1-en-7-yl)-4-fluorobenzo[d]thiazol C1(CC1)C1=C(C(=NO1)C1=C(C=CC=C1Cl)Cl)C1=CC2(C1)CCN(CC2)C=2SC1=C(N2)C(=CC=C1)F